ClC1=C(C=CC(=C1)OC1=CC(=CC=2C=C(OC21)C)C(F)(F)F)C(=O)C2=CNC=1N=CN=C(C12)Cl (2-chloro-4-((2-methyl-5-(Trifluoromethyl)benzofuran-7-yl)oxy)phenyl)(4-chloro-7H-pyrrolo[2,3-d]pyrimidin-5-yl)methanone